C(C)OC(CCN(CC#C)C)=O 3-[methyl-(prop-2-ynyl)amino]propionic acid ethyl ester